BrC1=C(C=C(C=C1C)OC(F)(F)F)OC bromo-1-methoxy-3-methyl-5-(trifluoromethoxy)benzene